C(C)(=O)OCCN(CCOC(C)=O)C1=CC=C(C=C1)N=NC1=CC=C(C=C1)C=1OC(=NN1)C1=CC=C(C=C1)\C=C\C1=CC=C(C=C1)[N+](=O)[O-] ((4-((4-(5-(4-((E)-4-nitrostyryl)phenyl)-1,3,4-oxadiazol-2-yl)phenyl)diazenyl)phenyl)azanediyl)bis(ethane-2,1-diyl) diacetate